((1,4,7-triazonane-1,4,7-triyl)tris(methylene))tris(phosphinic acid) N1(CCN(CCN(CC1)CP(O)=O)CP(O)=O)CP(O)=O